7a-(((t-butyldimethylsilyl)oxy)methyl)-2,6-dimethylhexahydro-1H-pyrrolizin [Si](C)(C)(C(C)(C)C)OCC12CC(CN2CC(C1)C)C